COC(=O)C=1C(=CC=2N(C1)C=C(N2)C2CC2)OCC2=CC=CC=C2 7-(benzyloxy)-2-cyclopropyl-imidazo[1,2-a]Pyridine-6-carboxylic acid methyl ester